sodium sulfamate salt S(N)([O-])(=O)=O.[Na+]